CC(CC(C)N)N Pentane-2,4-diamine